[(1R)-2-[2-[2-[3-[5-[tert-butyl(dimethyl)silyl]oxy-1-tetrahydropyran-2-yl-indazol-3-yl]pyrazol-1-yl]ethoxy]ethoxy]-1-methyl-ethyl] methanesulfonate CS(=O)(=O)O[C@@H](COCCOCCN1N=C(C=C1)C1=NN(C2=CC=C(C=C12)O[Si](C)(C)C(C)(C)C)C1OCCCC1)C